ClCC12CC3CC(CC(C1)C3)C2 1-chloromethyl-adamantane